[Cl-].C[Si](C1=CC=C(C=C1)[PH3+])(C)C 4-(trimethylsilanyl)phenyl-phosphonium chloride